5-Acrylamido-1-(4-(trifluoromethyl)phenyl)-1H-indole-3-carboxamide C(C=C)(=O)NC=1C=C2C(=CN(C2=CC1)C1=CC=C(C=C1)C(F)(F)F)C(=O)N